C1(C=CC=C1)[WH2]C1C=CC=C1 bis(cyclopentadienyl)tungsten (IV) dihydride